2,3,4,5-tetrabromo-1λ6-thiophene-1,1-dione BrC=1S(C(=C(C1Br)Br)Br)(=O)=O